2-{3-[(2R,6S)-2,6-Dimethylmorpholin-4-carbonyl]-5,6-dihydrocyclopenta[c]pyrazol-1(4H)-yl}-1-[4-(3-fluoro-5-methoxyphenyl)piperazin-1-yl]ethan-1-on C[C@@H]1CN(C[C@@H](O1)C)C(=O)C=1C2=C(N(N1)CC(=O)N1CCN(CC1)C1=CC(=CC(=C1)OC)F)CCC2